O=C1NC(CCC1N1C(C2=C3C(C(=CC=C13)[N-]CCCCCCCN[C@@H]1[C@@]3(CC[C@H](C1)C3(C)C)C)=CC=C2)=O)=O N-(1-(2,6-dioxopiperidin-3-yl)-2-oxo-1,2-dihydrobenzo[cd]indol-6-yl)-7-(((1R,2S,4R)-1,7,7-trimethylbicyclo[2.2.1]heptane-2-yl)amino)heptylamide